tert-butyl (3-(1,1-difluoro-2-hydroxy-2-methylpropyl)-5-((R)-1-((R)-1,1-dimethylethylsulfinylamino) ethyl)phenyl)carbamate FC(C(C)(C)O)(F)C=1C=C(C=C(C1)[C@@H](C)N[S@](=O)C(C)(C)C)NC(OC(C)(C)C)=O